C(=O)(O)C1=CC=C(OCCOCCOCCOC2=CC=C(C=C2)C(=O)O)C=C1 1,8-bis(p-carboxyphenoxy)-3,6-dioxaoctane